7-[(2R,4S)-2-methyl-4-({4-[methyl(methylimino)oxo-λ6-sulfanyl]phenoxy}methyl)pyrrolidin-1-yl]-5,6,7,8-tetrahydronaphthalene-2-carbonitrile C[C@H]1N(C[C@H](C1)COC1=CC=C(C=C1)S(=O)(=NC)C)C1CCC=2C=CC(=CC2C1)C#N